FC(C=1C(=C(C=CC1)[C@@H](C)NC1=C(C(=NC(=N1)OC)C(C(=O)NC1=C(C=NC=C1)C)C)C1OCCO1)F)F 2-(6-(((R)-1-(3-(difluoromethyl)-2-fluorophenyl)ethyl)amino)-5-(1,3-dioxolane-2-yl)-2-methoxypyrimidin-4-yl)-N-(3-methylpyridin-4-yl)propanamide